4-(1-(4-((dimethylamino)methyl)-2-methylphenyl)-1H-imidazol-4-yl)-N-(1-(methylsulfonyl)piperidin-4-yl)-5-(trifluoromethyl)pyrimidin-2-amine CN(C)CC1=CC(=C(C=C1)N1C=NC(=C1)C1=NC(=NC=C1C(F)(F)F)NC1CCN(CC1)S(=O)(=O)C)C